6-amino-N-(5-chloro-6-(2-chloro-6-fluoro-3-methylphenyl)pyridin-2-yl)pyridine-2-sulfonamide NC1=CC=CC(=N1)S(=O)(=O)NC1=NC(=C(C=C1)Cl)C1=C(C(=CC=C1F)C)Cl